C(CC)OC(=O)C=1C(=CC=CC1)C1=CC=C(C=C1)CBr 4'-bromomethyl-2-biphenyl-carboxylic acid n-propyl ester